1-[3-fluoro-5-isobutyl-2-(2H-tetrazol-5-yl)phenyl]-4-[[4-(trifluoromethyl)-2-pyridinyl]methyl]piperazine FC=1C(=C(C=C(C1)CC(C)C)N1CCN(CC1)CC1=NC=CC(=C1)C(F)(F)F)C=1N=NNN1